3-(cyclopentylmethyl)-2,3-dihydroisoindol-1-one C1(CCCC1)CC1NC(C2=CC=CC=C12)=O